triazinothiazole N1=NN=CC2=C1N=CS2